3-{2-[(3,5-dimethylphenyl)amino]pyrimidin-4-yl}-N-(2-hydroxyethyl)-1-methyl-1H-pyrazole-5-carboxamide CC=1C=C(C=C(C1)C)NC1=NC=CC(=N1)C1=NN(C(=C1)C(=O)NCCO)C